BrC=1C=C(C=CC1OC)CC(=O)O (3-bromo-4-methoxyphenyl)acetic acid